O1C=C(C=C1)C=1C2=C(N=CN1)N(C1=C2N=CC=C1)[C@H]1[C@H](OC(C2=CC=CC=C2)=O)[C@H](OC(C2=CC=CC=C2)=O)[C@H](O1)COC(C1=CC=CC=C1)=O 4-(Furan-3-yl)-9-(2,3,5-tri-O-benzoyl-β-D-ribofuranosyl)-9H-pyrido[2',3':4,5]pyrrolo[2,3-d]pyrimidine